((2S,3R,4R)-2-(3,4-dimethoxyphenyl)-4-(4-(trifluoromethyl)benzyl)tetrahydrofuran-3-yl)methyl-2-methylbenzoate COC=1C=C(C=CC1OC)[C@H]1OC[C@@H]([C@@H]1COC(C1=C(C=CC=C1)C)=O)CC1=CC=C(C=C1)C(F)(F)F